N-Boc-L-homoserine methyl ester COC([C@@H](NC(=O)OC(C)(C)C)CCO)=O